(pyridin-4-yl)nicotinamide N1=CC=C(C=C1)C1=C(C(=O)N)C=CC=N1